5-(4-(3-((4-fluorophenyl)carbamoyl)oxetan-3-yl)phenyl)-2-(trifluoromethyl)isonicotinamide FC1=CC=C(C=C1)NC(=O)C1(COC1)C1=CC=C(C=C1)C1=CN=C(C=C1C(=O)N)C(F)(F)F